ClC=1C(N(N=CC1NC[C@@H]1COCCC1)C1=CC=C(C=C1)O[C@@H]1C[C@H](C1)O)=O trans-4-chloro-2-[4-(3-hydroxycyclobutoxy)phenyl]-5-[[(3R)-tetrahydropyran-3-yl]methylamino]pyridazin-3-one